benzyl (3S)-4-[2-[1-[[1-[2-(2,6-dioxo-3-piperidyl)-1,3-dioxo-isoindolin-5-yl]-4-piperidyl] methyl]-4-fluoro-4-piperidyl] ethyl]-3-methyl-piperazine-1-carboxylate O=C1NC(CCC1N1C(C2=CC=C(C=C2C1=O)N1CCC(CC1)CN1CCC(CC1)(F)CCN1[C@H](CN(CC1)C(=O)OCC1=CC=CC=C1)C)=O)=O